C(#N)C1=C(C=C(C=C1)C1=CN(C2=NC=CC(=C21)OC2=C(C=C(C=C2F)NC(=O)N[C@H](C)C2COC2)F)COCC[Si](C)(C)C)F |r| (+/-)-N-(4-{[3-(4-cyano-3-fluorophenyl)-1-{[2-(trimethylsilyl)ethoxy]methyl}-1H-pyrrolo[2,3-b]pyridin-4-yl]oxy}-3,5-difluorophenyl)-N'-[(1R)-1-(oxetan-3-yl)ethyl]urea